O1CCOC12CCN(CC2)S(=O)(=O)C2=CC=C(C=C2)NC(C2=CC(=C(C=C2)OC)I)=O N-(4-(1,4-dioxa-8-azaspiro[4.5]decan-8-ylsulfonyl)phenyl)-3-iodo-4-methoxybenzamide